CC=1C=C(C=CC1S(=O)(=O)C)C1=NC=CC2=C1C(=NN2C(C2=CC=CC=C2)(C2=CC=CC=C2)C2=CC=CC=C2)OC(F)(F)F 4-(3-methyl-4-(methylsulfonyl)phenyl)-3-(trifluoromethoxy)-1-trityl-1H-pyrazolo[4,3-c]pyridine